methyloctyl 7-methyloctanoate CC(CCCCCC(=O)OC(CCCCCCC)C)C